C(C)(C)(C)OC(CN1CCN(CC1)CC#C)=O 2-(4-(prop-2-ynyl)piperazin-1-yl)acetic acid tert-butyl ester